C1(=CC=CC=C1)C=1C=CC(=NC1)CN1C=CC2=CC=CC(=C12)C(=O)OC methyl 1-((5-phenylpyridin-2-yl)methyl)-1H-indole-7-carboxylate